2,3-dimethylchloroglutaryl chloride CC(C(=O)Cl)(C(CC(=O)Cl)C)Cl